9-(4-(4,4,5,5-tetramethyl-1,3,2-dioxaborolan-2-yl)phenyl)anthracene CC1(OB(OC1(C)C)C1=CC=C(C=C1)C=1C2=CC=CC=C2C=C2C=CC=CC12)C